COC(=O)C1(CCC2(C(CC3=CC=CC=C23)CC(C(F)F)CO)CC1)NC1=CC(=CC=C1)Cl (1r,4r)-4-(3-Chloroanilino)-2'-[3,3-difluoro-2-(hydroxymethyl)propyl]-2',3'-dihydrospiro[cyclohexane-1,1'-indene]-4-carboxylic acid methyl ester